tert-butyl 2-((tert-butoxycarbonyl) amino)-5-fluoro-4-methoxybenzoate C(C)(C)(C)OC(=O)NC1=C(C(=O)OC(C)(C)C)C=C(C(=C1)OC)F